6-bromo-3-(3,3-difluorobutyl)isobenzofuran-1(3H)-one BrC1=CC=C2C(OC(C2=C1)=O)CCC(C)(F)F